di-n-butylammonium acetate CCCCNCCCC.CC(=O)O